FC=1C=C(C=CC1)C(C(=O)O)C(C)C (3-fluorophenyl)-3-methylbutanoic acid